Cl.NC=1C2=C(N=CN1)N(C=C2)[C@H]2[C@@H]([C@@H]([C@H](C2)[C@H]2OC(C1=CC(=CC=C21)Cl)=O)O)O (3R)-3-[(1S,2R,3S,4R)-4-(4-aminopyrrolo[2,3-d]pyrimidin-7-yl)-2,3-dihydroxy-cyclopentyl]-6-chloro-3H-isobenzofuran-1-one hydrochloride